FC=1C=C(C=C(C1)F)[C@H]1N(OCC1)C(=O)[C@@H]1CC[C@H](CC1)CC=1C=C(C=2N(C1)C=C(N2)C)F trans-[(3S)-3-(3,5-difluorophenyl)isoxazolidin-2-yl]-[4-[(8-fluoro-2-methyl-imidazo[1,2-a]pyridin-6-yl)methyl]cyclohexyl]methanone